FC=1C=C2C=C(NC2=CC1NCC1=NOC=C1)CNC(=O)N1CCCC1 N-((5-fluoro-6-((isoxazol-3-ylmethyl)amino)-1H-indol-2-yl)methyl)pyrrolidine-1-carboxamide